(2-(2,6-dioxopiperidin-3-yl)-3-oxoisoindolin-5-yl)methyl (3-chloro-4-(3-methyloxetan-3-yl) phenyl)carbamate ClC=1C=C(C=CC1C1(COC1)C)NC(OCC=1C=C2C(N(CC2=CC1)C1C(NC(CC1)=O)=O)=O)=O